(1R,2S,5S)-N-[cyano(4-isoquinolyl)methyl]-3-[2-(4,4-difluoro-1-piperidyl)acetyl]-6,6-dimethyl-3-azabicyclo[3.1.0]-hexane-2-carboxamide C(#N)C(NC(=O)[C@@H]1[C@H]2C([C@H]2CN1C(CN1CCC(CC1)(F)F)=O)(C)C)C1=CN=CC2=CC=CC=C12